N2-(4-((S)-3-aminopiperidin-1-yl)-5-(1-(2,2,2-trifluoroethyl)-1H-pyrazol-4-yl)pyridin-2-yl)-6-(2-fluoro-6-methoxyphenyl)pyridin-2,5-diamine N[C@@H]1CN(CCC1)C1=CC(=NC=C1C=1C=NN(C1)CC(F)(F)F)NC1=NC(=C(C=C1)N)C1=C(C=CC=C1OC)F